C(CCC)N1C=[N+](C(=C1)C(=O)[O-])CCCC 1,3-di-n-butylimidazolium-4-carboxylate